COC(=O)C1=C(SC(=C1C)C)NC(CC1C(NC(S1)=N)=O)=O 2-(2-(2-Imino-4-oxo-thiazolidin-5-yl)-acetylamino)-4,5-dimethyl-thiophene-3-carboxylic acid methyl ester